5-(piperidin-1-yl)benzo[h]isoquinoline-8-carboxylic acid sodium salt [Na+].N1(CCCCC1)C1=C2C=CN=CC2=C2C(=C1)C=C(C=C2)C(=O)[O-]